(S)-4-isobutyl-oxazolidine-2,5-dione C(C(C)C)[C@@H]1NC(OC1=O)=O